CC=1N=C(SC1)C1(C2CCN(CC12)C1=CN=C2C(=N1)NN=C2C2=CC=CC1=CC=CC=C21)CN [7-(4-methyl-1,3-thiazol-2-yl)-3-(3-naphthalen-1-yl-1H-pyrazolo[3,4-b]pyrazin-6-yl)-3-azabicyclo[4.1.0]heptan-7-yl]methanamine